3-(4-{4-[(2R)-1-(4-amino-3-methoxybenzoyl)piperidin-2-yl]but-1-yn-1-yl}-1-oxo-3H-isoindol-2-yl)piperidine-2,6-dione NC1=C(C=C(C(=O)N2[C@H](CCCC2)CCC#CC2=C3CN(C(C3=CC=C2)=O)C2C(NC(CC2)=O)=O)C=C1)OC